COC=1C=C(C=CC1[N+](=O)[O-])C=1C=NN(C1)CCN1CCN(CC1)C 1-(2-(4-(3-methoxy-4-nitrophenyl)-1H-pyrazol-1-yl)ethyl)-4-methylpiperazine